[2-(trifluoromethyl)phenyl]methyl-1,2,4-triazole-3-carboxamide FC(C1=C(C=CC=C1)CC1=NC(=NN1)C(=O)N)(F)F